6-bromo-7-ethoxy-2-methyl-[1,2,4]triazolo[1,5-a]pyridine BrC=1C(=CC=2N(C1)N=C(N2)C)OCC